Tripentaerythritol octastearate C(CCCCCCCCCCCCCCCCC)(=O)OCC(COC(CCCCCCCCCCCCCCCCC)=O)(COCC(COC(CCCCCCCCCCCCCCCCC)=O)(COCC(COC(CCCCCCCCCCCCCCCCC)=O)(COC(CCCCCCCCCCCCCCCCC)=O)COC(CCCCCCCCCCCCCCCCC)=O)COC(CCCCCCCCCCCCCCCCC)=O)COC(CCCCCCCCCCCCCCCCC)=O